vinylideneallene C(=C)=C=C=C